[Na+].C(C)C1=NC=2N(C(=C1)C1=NC=CC=C1)N=CC2C(=O)[O-] 5-ethyl-7-(pyridin-2-yl)pyrazolo[1,5-a]pyrimidine-3-carboxylic acid sodium salt